(Trans-3-((4-methoxy-5-(pyrazolo[1,5-a]pyridin-5-yl)pyrrolo[2,1-f][1,2,4]triazin-2-yl)amino)-1-methylcyclobutyl)carbamic acid tert-butyl ester C(C)(C)(C)OC(NC1(CC(C1)NC1=NN2C(C(=N1)OC)=C(C=C2)C2=CC=1N(C=C2)N=CC1)C)=O